1,2-Bis(aminomethyl)cyclohexan NCC1C(CCCC1)CN